C1(=CC=CC=C1)C=1C(=NC(=NC1)C1=CC=NC=C1)C(=O)OCC Ethyl 5-Phenyl-2-(pyridin-4-yl)pyrimidine-4-carboxylate